N[C@H](C(=O)NCC1=C(C(=CC=C1)[2H])[2H])C (S)-2-amino-N-((phenyl-d2)methyl)propanamide